ClC=1C(=CC=2C(=C(SN2)N2CCN(CC2)C(C=C)=O)C1)C1=CC(=CC2=CC=CC=C12)OC 1-(4-(5-chloro-6-(3-methoxy-1-naphthalenyl)-2,1-benzothiazol-3-yl)-1-piperazinyl)-2-propen-1-one